2-({[({4-[(2S)-2-[(2S)-2-{[(tert-butoxy)carbonyl]amino}-3-methylbutanamido]propanamido]phenyl}methoxy)carbonyl](methyl)amino}methyl)benzoic acid C(C)(C)(C)OC(=O)N[C@H](C(=O)N[C@H](C(=O)NC1=CC=C(C=C1)COC(=O)N(C)CC1=C(C(=O)O)C=CC=C1)C)C(C)C